C1(=C(C=CC=C1)C#CC(=O)OC1=CC=CC(=N1)N1CC(CC1)C(=O)OC)C methyl 1-(6-((3-(o-tolyl)propioloyl)oxy)pyridin-2-yl)pyrrolidine-3-carboxylate